NC=1C(=NC=C(C1)C12CC(C1)C2)C(=O)NCCOCCNCC(=O)N2CCN(CC2)C(C2=C(C=CC(=C2)CC2=NNC(C1=CC=CC=C21)=O)F)=O 3-amino-5-(1-bicyclo[1.1.1]pentanyl)-N-[2-[2-[[2-[4-[2-fluoro-5-[(4-oxo-3H-phthalazin-1-yl)methyl]benzoyl]piperazin-1-yl]-2-oxo-ethyl]amino]ethoxy]ethyl]pyridine-2-carboxamide